N[C@@]1(CN(CC1)C1=C(C=NC(=C1C1=CC(=CC(=C1)F)Cl)OC)C(=O)N[C@H](C(F)(F)F)C)C 4-[(3S)-3-amino-3-methylpyrrolidin-1-yl]-5-(3-chloro-5-fluorophenyl)-6-methoxy-N-[(2S)-1,1,1-trifluoropropan-2-yl]pyridine-3-carboxamide